BrC(C(=O)O)C1=CC=CC=C1 α-bromophenylacetic acid